Cl.CN(/C=C(\C=[N+](C)C)/C=1C2=C(N=CN1)NC=C2)C (E)-N-(3-(dimethylamino)-2-(7H-pyrrolo[2,3-d]pyrimidin-4-yl)allylidene)-N-methyl-methylammonium hydrochloride